O1COC2=C1C=CC(=C2)NC=2C(=C(C=CC2)[C@@]2(CC(N(C(N2)=N)C2CCOCC2)=O)C)Cl (6S)-6-[3-(1,3-Benzodioxol-5-ylamino)-2-chlorophenyl]-2-imino-6-methyl-3-(tetrahydro-pyran-4-yl)hexahydropyrimidin-4-one